4-methoxy-2-methyl-8-[(4-methylpiperazin-1-yl)methyl]-5-(2,2,2-trifluoroethyl)pyrimido[5,4-b]indole COC1=NC(=NC2=C1N(C=1C=CC(=CC21)CN2CCN(CC2)C)CC(F)(F)F)C